C(#N)C=1C=CC(=C(C(=O)NC2=CC(=C(C(=C2)F)C=2C=NC(=CC2)C(F)F)F)C1)SC(F)(F)F 5-cyano-N-(4-(6-(difluoromethyl)pyridin-3-yl)-3,5-difluorophenyl)-2-((trifluorometh-yl)thio)benzamide